NC1=C2C(=NC=N1)N(N=C2C2=CC=C(C=C2)OC2=CC=CC=C2)C2CCN(CC2)C2CN(C2)C2CN(C2)C=2C=C1CN(CC1=CC2)C2C(NC(CC2)=O)=O 5-[3-[3-[4-[4-Amino-3-(4-phenoxyphenyl)pyrazolo[3,4-d]pyrimidin-1-yl]-1-piperidinyl]Azetidin-1-yl]azetidin-1-yl]-2-(2,6-dioxo-3-piperidinyl)isoindoline